methyl (2E)-4-(tert-butylamino)but-2-enoate C(C)(C)(C)NC/C=C/C(=O)OC